1-(3,4-dimethoxyphenyl)-N-methylmethanamine COC=1C=C(C=CC1OC)CNC